ClC1=CC(=C(C=C1)C=1C=CC2=C(N(C=N2)CC(C)(O)C)C1)F 1-[6-(4-chloro-2-fluorophenyl)-1H-benzimidazol-1-yl]-2-methylpropan-2-ol